aluminum-copper (II) oxide [Cu]=O.[Al]